6-(pyridin-2-ylamino)nicotinamide N1=C(C=CC=C1)NC1=NC=C(C(=O)N)C=C1